N[C@H](CC(=O)O)[C@H](CC)C (3R,4S)-3-Amino-4-methyl-hexanoic acid